4-(2,6-dimethylmorpholino)-3-methylaniline CC1OC(CN(C1)C1=C(C=C(N)C=C1)C)C